NC1=C(C=NN1C1=CC=C(C=C1)F)C(=O)C1=CC(=CC=C1)OC[C@H](CO)O [5-amino-1-(4-fluorophenyl)pyrazol-4-yl]-[3-[(2S)-2,3-dihydroxypropoxy]phenyl]methanone